p-phenylenediamine bis(4-aminophenoxyphenyl) sulfone NC1=CC=C(OC2=C(C=CC=C2)S(=O)(=O)C2=C(C=CC=C2)OC2=CC=C(C=C2)N)C=C1.C1(=CC=C(C=C1)N)N